O=C1N(C(C2=CC=CC=C12)=O)C1(CC1)CC=O (1-(1,3-Dioxoisoindolin-2-yl)cyclopropyl)acetaldehyde